tert-butyl N-[(3S)-1-[2-chloro-5-(4-methoxy-3,5-dimethyl-phenyl)-4-pyridyl]-3-piperidyl]carbamate ClC1=NC=C(C(=C1)N1C[C@H](CCC1)NC(OC(C)(C)C)=O)C1=CC(=C(C(=C1)C)OC)C